ClC=1C(=C(C=CC1)NC1=NC=CC2=C(C(=CC=C12)C)NC(=O)C=1C=C(C=C2C(=NC=NC12)NCC1=C(C=C(C=C1)OC)OC)N1CCN(CC1)C)F N-(1-((3-chloro-2-fluorophenyl)amino)-6-methylisoquinolin-5-yl)-4-((2,4-dimethoxybenzyl)amino)-6-(4-methylpiperazin-1-yl)quinazoline-8-carboxamide